5-[[2-[(2R,5S)-2-(1,3-benzothiazol-5-yl)-5-methyl-1-piperidyl]-2-oxo-acetyl]amino]-2-methoxy-pyridine-3-carboxamide S1C=NC2=C1C=CC(=C2)[C@@H]2N(C[C@H](CC2)C)C(C(=O)NC=2C=C(C(=NC2)OC)C(=O)N)=O